N,N-diethyl-N-methyl-N-heptyl-Ammonium tert-butyl-7-[5-(2,6-dioxo-3-piperidyl)-3-fluoro-2-pyridyl]-2,7-diazaspiro[3.5]nonane-2-carboxylate C(C)(C)(C)OC(=O)N1CC2(C1)CCN(CC2)C2=NC=C(C=C2F)C2C(NC(CC2)=O)=O.C(C)[N+](CCCCCCC)(C)CC